C(CCC)[C@@H]1CS(C2=C(N(C1)C1=CC=C(C=C1)F)C=C(C(=C2)O/C=C/C(=O)O)SC)(=O)=O (S)-(E)-3-((3-butyl-5-(4-fluorophenyl)-7-(methylthio)-1,1-dioxido-2,3,4,5-tetrahydro-1,5-benzothiazepin-8-yl)oxy)acrylic acid